C(C1=CC=CC=C1)N1CCN(C2=CC=CC=C12)C(=O)N1CC(CC1)NC (4-benzyl-3,4-dihydroquinoxalin-1(2H)-yl)(3-(methyl-Amino)pyrrolidin-1-yl)methanone